N1C(=CC=2C=NC=CC21)CNC(CN2C(=NC=C(C2=O)NCCCC2=CC=C(C=C2)OC2COC2)C2=CC=CC=C2)=O N-((1H-pyrrolo[3,2-c]pyridine-2-yl)methyl)-2-(5-((3-(4-(oxetan-3-yloxy)phenyl)propyl)amino)-6-oxo-2-phenylpyrimidin-1(6H)-yl)acetamide